((3-(2-(1-Methyl-1H-pyrazol-3-yl)acetamido)-5-(trifluoromethyl)phenyl)carbamoyl)(3-(pyridin-2-ylmethyl)-1,2,3-oxadiazol-3-ium-5-yl)amide CN1N=C(C=C1)CC(=O)NC=1C=C(C=C(C1)C(F)(F)F)NC(=O)[N-]C1=C[N+](=NO1)CC1=NC=CC=C1